FC1=CC=C(NCC=2OC(=NN2)C=2C=NC=CC2)C=C1 4-fluoro-N-((5-(pyridin-3-yl)-1,3,4-oxadiazol-2-yl)methyl)aniline